[NH4+].N[C@@H](CCCNC(N)=N)C(=O)[O-] arginine, ammonium salt